ClC=1C(=C(C=CC1)C(CO)(C)NC1=NC2=C(N1)C=CC=C2CNC2=NOC=C2)F (+)-2-(3-Chloro-2-fluorophenyl)-2-[(4-{[(1,2-oxazol-3-yl)amino]methyl}-1H-1,3-benzodiazol-2-yl)amino]propan-1-ol